FC(C(=O)O)(F)F.O1CCN(CC1)CCOC1=C(C(=NC=C1)NC1=CC=C(C=C1)C(F)(F)F)C1=NOC(N1)=O 3-[4-(2-morpholinoethoxy)-2-[4-(trifluoromethyl)anilino]-3-pyridyl]-4H-1,2,4-oxadiazol-5-one, trifluoroacetate salt